OC(CN1N=CC(=C1)C1=NC2=CC=C(C=C2C(=N1)N1[C@H](COCC1)C1=CC=CC=C1)C=1C=CCN(C1)C)(C)C (S)-5-(2-(1-(2-hydroxy-2-methylpropyl)-1H-pyrazol-4-yl)-4-(3-phenylmorpholino)quinazolin-6-yl)-1-methylpyridin